N[C@H](CC1=C(C=2N=C(N=C(C2S1)NCC=1C=NN(C1)C)Cl)C)C 6-[(2S)-2-aminopropyl]-2-chloro-7-methyl-N-[(1-methyl-1H-pyrazol-4-yl)methyl]thieno[3,2-d]pyrimidin-4-amine